3,3-dimethyl-1,3-dihydroisobenzofuran-5-carboxamide CC1(OCC2=CC=C(C=C12)C(=O)N)C